BrCC(=O)C1=CC=CC=C1 α-bromoacetophenone